N-(3-(1H-imidazol-1-yl)-5-(trifluoromethyl)phenyl)-3-(imidazo[1,2-b]pyridazin-3-ylethynyl)-4-methylbenzamide N1(C=NC=C1)C=1C=C(C=C(C1)C(F)(F)F)NC(C1=CC(=C(C=C1)C)C#CC1=CN=C2N1N=CC=C2)=O